2-(p-isopropyl phenyl-phenoxy)-ethyl acrylate C(C=C)(=O)OCCOC1=C(C=C(C=C1)C(C)C)C1=CC=CC=C1